O=C1NC(CCC1N1C(C2=CC=CC(=C2C1=O)NCCOCCOCCOCCOCCOCCC(=O)N(C)CCOC1=CC=C(C=C1)\C(=C(\CC)/C1=CC=CC=C1)\C1=CC=CC=C1)=O)=O (Z)-1-((2-(2,6-Dioxopiperidin-3-yl)-1,3-dioxoisoindolin-4-yl)amino)-N-(2-(4-(1,2-diphenylbut-1-en-1-yl)phenoxy)ethyl)-N-methyl-3,6,9,12,15-pentaoxaoctadecane-18-amide